4-Hydroxyisobenzofuran-1,3-dione OC1=C2C(OC(C2=CC=C1)=O)=O